C(C)C1=C(N(C)C)C=CC=C1 ethyl-N,N-dimethylaniline